N-benzyl-N-(1-butylpiperidin-4-yl)-6-chloro-1H-benzo[d]imidazole-2-carboxamide C(C1=CC=CC=C1)N(C(=O)C1=NC2=C(N1)C=C(C=C2)Cl)C2CCN(CC2)CCCC